3,6-di-bromo-9,10-dihydrophenanthrene-9,10-diol BrC=1C=CC=2C(C(C3=CC=C(C=C3C2C1)Br)O)O